5-((2-hydroxy-3-methoxybenzyl)amino)-3-methylpyridine-2-sulfonamide OC1=C(CNC=2C=C(C(=NC2)S(=O)(=O)N)C)C=CC=C1OC